C(C)(C)(C)OC(=O)N1CCC(CC1)C1=CC=C2C(=CN=CC2=C1)N1C(N(C(CC1)=O)CC1=CC=C(C=C1)OC)=O 4-(4-(3-(4-methoxybenzyl)-2,4-dioxotetrahydropyrimidin-1(2H)-yl)isoquinolin-7-yl)piperidine-1-carboxylic acid tert-butyl ester